OC1=C(C=CC=C1)CCC=1C=C(C(=C(C1)O)C)OC(C)(C=C)C 5-[2-(2-Hydroxyphenyl)ethyl]-2-methyl-3-(2-methylbut-3-en-2-yloxy)phenol